(R)-6-(4-(3-methylpyrrolidine-3-carbonyl)piperazin-1-yl)nicotinonitrile C[C@@]1(CNCC1)C(=O)N1CCN(CC1)C1=NC=C(C#N)C=C1